OCCOC(=O)NC=1C=CC=C(C(=O)O)C1 5-(((2-hydroxyethoxy)carbonyl)amino)benzoic acid